C(C)(=O)C1=CC(=C2CNC(C2=C1)=O)C(F)(F)F 6-acetyl-4-(trifluoromethyl)-2,3-dihydroisoindol-1-one